1-(4-(2-benzothiazolyl)-phenyl)-3-(4-nitrophenyl)-2-propen-1-one S1C(=NC2=C1C=CC=C2)C2=CC=C(C=C2)C(C=CC2=CC=C(C=C2)[N+](=O)[O-])=O